2-(2,6-dichlorophenyl)-4-[[phenylsulfonyl]oxy]-5-amino-3(2H)-furanone ClC1=C(C(=CC=C1)Cl)C1OC(=C(C1=O)OS(=O)(=O)C1=CC=CC=C1)N